(R)-3-(4-amino-6-(3,3-difluoroazetidin-1-yl)pyrido[3,4-d]pyrimidin-8-yl)-2,4-dimethylphenol NC=1C2=C(N=CN1)C(=NC(=C2)N2CC(C2)(F)F)C=2C(=C(C=CC2C)O)C